6-(1-((R)-1-((1s,3S)-3-aminocyclobutane-1-carbonyl)pyrrolidin-3-yl)-1H-pyrazol-4-yl)-4-methoxypyrazolo[1,5-a]pyridine-3-carbonitrile NC1CC(C1)C(=O)N1C[C@@H](CC1)N1N=CC(=C1)C=1C=C(C=2N(C1)N=CC2C#N)OC